2-(4-Chloro-[2,4'-bipyrimidin]-2'-yl)-6-methoxy-2,3-dihydro-1H-pyrrolo[3,4-c]pyridine ClC1=NC(=NC=C1)C1=NC(=NC=C1)N1CC=2C=NC(=CC2C1)OC